FC1=NC=CC=C1NC(=O)C1CNC1 N-(2-fluoropyridin-3-yl)azetidine-3-carboxamide